1-((10-Hydroxy-7-((1R,2S)-2-phenylcyclopropan-1-carbonyl)-7-azaspiro[4.5]decan-10-yl)methyl)-N,N-dimethyl-6-oxo-4-phenyl-1,6-dihydropyridin-3-carboxamid OC1(CCN(CC12CCCC2)C(=O)[C@H]2[C@H](C2)C2=CC=CC=C2)CN2C=C(C(=CC2=O)C2=CC=CC=C2)C(=O)N(C)C